1,2-bis(2-sulfoethyltriethoxysilyl)ethane S(=O)(=O)(O)CCC(C)O[Si](CC[Si](OC(C)CCS(=O)(=O)O)(OCC)OCC)(OCC)OCC